FC=1C=CC(=C(C1)C(C)=O)O (5-fluoro-2-hydroxyphenyl)ethan-1-one